CS(=O)(=O)[O-].C(CCCCCCCCCCC)[NH+]1C(CCCC1)C 1-Dodecyl-2-methylpiperidinium methanesulfonate